(1R,5S)-3-(4-methoxy-3-nitrophenyl)-8-methyl-3,8-diazabicyclo[3.2.1]Octane COC1=C(C=C(C=C1)N1C[C@H]2CC[C@@H](C1)N2C)[N+](=O)[O-]